C(C)C=1C=C(C=O)C=CC1OC 3-ETHYL-4-METHOXYBENZALDEHYDE